1-phenyl-3-(piperidin-4-ylmethyl)tetrahydropyrimidin-2(1H)-one C1(=CC=CC=C1)N1C(N(CCC1)CC1CCNCC1)=O